C(C)OC(\C=C\C=1N(C(C=CC1)=O)CC(=O)OC)=O (2E)-3-[1-(2-methoxy-2-oxoethyl)-6-oxo-1,6-dihydropyridin-2-yl]prop-2-enoic acid ethyl ester